5-tert-butyl-1,2,4-triazin-3-amine C(C)(C)(C)C=1N=C(N=NC1)N